4-(4-(2-(4,4-difluoropiperidin-1-yl)-6-methylpyrimidin-4-yl)-1H-pyrazol-1-yl)-3-(4-Methylpiperidin-1-yl)aniline FC1(CCN(CC1)C1=NC(=CC(=N1)C=1C=NN(C1)C1=C(C=C(N)C=C1)N1CCC(CC1)C)C)F